C1(=CC=CC=C1)N(C1=CC=C(C=C1)C1=CC=C(N(C2=CC=C(C=C2)N(C2=CC=CC=C2)C2=CC=CC=C2)C2=CC=CC=C2)C=C1)C1=CC=C(C=C1)N(C1=CC=CC=C1)C1=CC=CC=C1 N,N'-diphenyl-N,N'-bis-[4-(N,N-diphenylamino)phenyl]Benzidine